BrC=1C(=C(SC1)C(CC=C)NCCC)F 1-(4-bromo-3-fluoro-2-thienyl)-N-propyl-but-3-en-1-amine